C(#N)C1=CC=C(C=C1)NC(=O)[C@@H]1N(CCCC1)C(=O)OC(C)(C)C tert-butyl (2R)-2-[(4-cyanophenyl)carbamoyl]piperidine-1-carboxylate